CC(CC[C@@H](C(=O)O)NCC1=CC2=C(N(C=N2)C)C=C1)(C)C (2S)-5,5-dimethyl-2-{[(1-methyl-1H-1,3-benzodiazol-5-yl)methyl]amino}hexanoic acid